CC1(CC1)C(=O)NCC=1NC2=CC(=CC=C2C1)OCC=1C=NC=CC1 1-methyl-N-((6-(pyridin-3-ylmethoxy)-1H-indol-2-yl)methyl)cyclopropane-1-carboxamide